FC1=C(C=O)C=CC(=C1)C 2-fluoro-4-methyl-benzaldehyde